NC1=NC=NN2C1=C(C=C2C2CCNCC2)C2=CC=C(C=C2)NC(=O)C=2C(N(C(=C(C2)C#N)C)C2=CC=CC=C2)=O N-(4-(4-amino-7-(piperidin-4-yl)pyrrolo[2,1-f][1,2,4]triazin-5-yl)phenyl)-5-cyano-6-methyl-2-oxo-1-phenyl-1,2-dihydropyridine-3-carboxamide